C(COCCOCCOCCO)O Tetra-Ethylenglycol